COC(=O)C1=CC=C2C(=N1)C=CN2[C@@H]2[C@H](N(C2)C(=O)OC(C)(C)C)C tert-butyl (2R,3S)-3-[5-(methoxycarbonyl)pyrrolo[3,2-b]pyridin-1-yl]-2-methylazetidine-1-carboxylate